F[B-](F)(F)F.F[B-](F)(F)F.[Ru+2].N1=C(C=CC=C1)C1=NC=CC=C1.N1=C(C=CC=C1)C1=NC=CC=C1.N1=C(C=CC=C1)C1=NC=CC=C1 tris(2,2'-bipyridine) ruthenium bis(tetrafluoroborate)